3'-deoxy-3',4'-didehydrocytidine [C@@H]1([C@H](O)C=C(CO)O1)N1C(=O)N=C(N)C=C1